1,3-dimethyl propanedioate C(CC(=O)OC)(=O)OC